4-{[1-(2,2,2-trifluoro-ethyl)-2-{3-[(4-trifluoromethane-sulfonylphenyl)amino]prop-1-yn-1-yl}-1H-indol-4-yl]amino}-1λ6-thiane-1,1-dione FC(CN1C(=CC2=C(C=CC=C12)NC1CCS(CC1)(=O)=O)C#CCNC1=CC=C(C=C1)S(=O)(=O)C(F)(F)F)(F)F